(2S,3R)-2-amino-6-borono-3-(piperidin-1-ylmethyl)hexanoic acid N[C@H](C(=O)O)[C@H](CCCB(O)O)CN1CCCCC1